C(C)(=O)NCC(=O)N[C@@H]1[C@@H](CCC1)C(=O)N[C@@H](C1=CC=CC=C1)C1=CC=C(C=C1)C(C)C (1R,2S)-2-(2-acetamidoacetamido)-N-((S)-(4-isopropylphenyl)(phenyl)methyl)cyclopentane-1-carboxamide